7-((2-methoxyethoxy)methoxy)-3-(7-((2-methoxyethoxy)methoxy)quinolin-6-yl)chroman-4-one COCCOCOC1=CC=C2C(C(COC2=C1)C=1C=C2C=CC=NC2=CC1OCOCCOC)=O